2-oxo-1'-[2-({7-oxo-8-[(cis)-3-hydroxy-3-methylcyclobutyl]-7,8-dihydro-1,8-naphthyridin-3-yl}oxy)ethyl]-1,2-dihydrospiro[indole-3,4'-piperidine]-5-carbonitrile O=C1NC2=CC=C(C=C2C12CCN(CC2)CCOC=2C=NC=1N(C(C=CC1C2)=O)C2CC(C2)(C)O)C#N